BrC1=C(C=CC(=C1)F)OC(CC)=O Propionic acid (2-bromo-4-fluoro-phenyl) ester